ClC1=NC(=NC(=N1)C1=CC(=CC=C1)C1=CC2=CC=CC=C2C=C1)C1=CC=CC=C1 2-chloro-4-(3-(naphthalen-2-yl)phenyl)-6-phenyl-1,3,5-triazine